chloro-3-methoxypyridazin-4-amine ClC=1C(=C(N=NC1)OC)N